CN1N=C(C=C1NC1=NC=CC=C1)C1=NOC(=N1)C (1-methyl-3-(5-methyl(1,2,4-oxadiazol-3-yl))pyrazol-5-yl)-2-pyridylamine